4-[(1S)-1-[[4-[(3R)-3-[3-(Trifluoromethyl)phenoxy]pyrrolidin-1-yl]tetrahydropyran-4-carbonyl]amino]ethyl]benzamide, hydrochloride Cl.FC(C=1C=C(O[C@H]2CN(CC2)C2(CCOCC2)C(=O)N[C@@H](C)C2=CC=C(C(=O)N)C=C2)C=CC1)(F)F